CS(=O)(=O)N1C=C(C=C1)C(=O)NCC(=O)NC=1SC=C(N1)C1=CC(=CC=C1)N1CCOCC1 1-methylsulfonyl-N-[2-[[4-(3-morpholinophenyl)thiazol-2-yl]amino]-2-oxo-ethyl]pyrrole-3-carboxamide